(2S)-2-bromo-2-fluoroacetate Br[C@@H](C(=O)[O-])F